C(C)(C)(C)OC(=O)N[C@@]1(CN([C@H](C=CC1)C)C(=O)OC(C)(C)C)C(=O)OC O1-tert-butyl O3-methyl (3S,7S)-3-(tert-butoxycarbonylamino)-7-methyl-4,7-dihydro-2H-azepine-1,3-dicarboxylate